ClC=1C2=C(N=CN1)N(C=C2)C(C)C=2OC1=CC=CC=C1C(C2C2=CC(=CC=C2)F)=O 2-(1-(4-Chloro-7H-pyrrolo[2,3-d]pyrimidin-7-yl)ethyl)-3-(3-fluorophenyl)-4H-chromen-4-one